N-(1-((3-chloro-4-fluorophenyl)amino)isoquinolin-7-yl)-4-(piperidin-1-yl)butanamide ClC=1C=C(C=CC1F)NC1=NC=CC2=CC=C(C=C12)NC(CCCN1CCCCC1)=O